5-chloro-N-((1r,4r)-4-((3-(2-chloro-5-fluorophenyl)-2-oxo-2,3-dihydro-1H-imidazo[4,5-c]pyridin-1-yl)methyl)cyclohexyl)-2-(trifluoromethyl)nicotinamide ClC=1C=NC(=C(C(=O)NC2CCC(CC2)CN2C(N(C=3C=NC=CC32)C3=C(C=CC(=C3)F)Cl)=O)C1)C(F)(F)F